C1(=CC=CC=C1)S(=O)(=O)N1C=CC2=CC=CC(=C12)NCC#C 1-(phenylsulfonyl)-N-(prop-2-yn-1-yl)-1H-indol-7-amine